5-(chloromethyl)-1-methyl-2-nitro-imidazole ClCC1=CN=C(N1C)[N+](=O)[O-]